trans-2-butene-1,1-dicarboxylic acid anhydride C1(\C=C\C)C(=O)OC1=O